N1C(=NC=C1)CNCC1=C(C=C(C(=C1)Cl)OCC=1C(=C(C=CC1)C1=C(C(=CC=C1)OCC1CN(CCC1)C)Cl)C)OC N-((1H-imidazol-2-yl)methyl)-1-(5-chloro-4-((2'-chloro-2-methyl-3'-((1-methylpiperidin-3-yl)methoxy)-[1,1'-biphenyl]-3-yl)methoxy)-2-methoxyphenyl)methylamine